N[C@H](C(=O)N1CC2=CC=NC=C2CC1)CC1=CC(=C(C=C1)OC1=C2C(=NC=C1)NC=C2C)F (S)-2-amino-1-(3,4-dihydro-2,6-naphthyridin-2(1H)-yl)-3-(3-fluoro-4-((3-methyl-1H-pyrrolo[2,3-b]pyridin-4-yl)oxy)phenyl)propan-1-one